N-cyclohexyl-4-(cyclopentanecarboxamido)benzamide C1(CCCCC1)NC(C1=CC=C(C=C1)NC(=O)C1CCCC1)=O